2-((3-(2,6-Dioxopiperidin-3-yl)-1-methyl-1H-indazol-7-yl)oxy)-N-(thiazol-4-yl)-acetamide O=C1NC(CCC1C1=NN(C2=C(C=CC=C12)OCC(=O)NC=1N=CSC1)C)=O